1-[3-chloro-4-(2-hydroxyethyl)phenyl]-3-[[2-(2,6-dioxopiperidin-3-yl)-1-oxo-3H-isoindol-5-yl]methyl]urea ClC=1C=C(C=CC1CCO)NC(=O)NCC=1C=C2CN(C(C2=CC1)=O)C1C(NC(CC1)=O)=O